methyl 4-(aminomethyl)-2-bromo-5-nitro-benzoate NCC1=CC(=C(C(=O)OC)C=C1[N+](=O)[O-])Br